NC1=C2N=C(N(C2=NC(=N1)F)CC=1C=CC(=C(C1)O)CO)Br 5-((6-amino-8-bromo-2-fluoro-9H-purin-9-yl)methyl)-2-(hydroxymethyl)phenol